tert-butyl (1R,2S,5S)-2-((R)-(1,3-dithiane-2-yl) (hydroxy)methyl)-3-benzyl-3,8-diazabicyclo[3.2.1]octane-8-carboxylate S1C(SCCC1)[C@@H]([C@@H]1[C@H]2CC[C@@H](CN1CC1=CC=CC=C1)N2C(=O)OC(C)(C)C)O